1-(7-(3-(2,3-dihydrobenzo[b][1,4]dioxin-6-yl)-2-methylphenyl)-[1,2,4]triazolo[4,3-a]pyridin-3-yl)-1H-pyrazole-3-carboxylic acid O1C2=C(OCC1)C=C(C=C2)C=2C(=C(C=CC2)C2=CC=1N(C=C2)C(=NN1)N1N=C(C=C1)C(=O)O)C